2-chloro-N-(4-(difluoromethoxy)-3-methoxyphenyl)acetamide ClCC(=O)NC1=CC(=C(C=C1)OC(F)F)OC